[Pd].C(C)(C)(C)P(C(C)(C)C)C(C)(C)C.C(C)(C)(C)P(C(C)(C)C)C(C)(C)C di(tri-tert-butylphosphine) palladium